OCCC=1C(=NC(=CC1)N1C=NC2=C1C=CC(=C2)NC=2OC(=NN2)C)N2N=C(C=C2C)C#N 1-[3-(hydroxyethyl)-6-[5-[(5-methyl-1,3,4-oxadiazol-2-yl)amino]benzimidazol-1-yl]-2-pyridyl]-5-methyl-pyrazole-3-carbonitrile